[3-[2-(2-hydroxyethoxy)-3-(methylamino)propyl]-2-methyl-benzimidazol-4-yl]boronic acid OCCOC(CN1C(=NC2=C1C(=CC=C2)B(O)O)C)CNC